5-bromo-3-phenyl-1-tosyl-1H-indazole BrC=1C=C2C(=NN(C2=CC1)S(=O)(=O)C1=CC=C(C)C=C1)C1=CC=CC=C1